NCCCS(=O)(=O)O L-3-aminopropanesulfonic acid